FC(C=O)(Br)Cl fluoro-chlorobromoacetaldehyde